(2R,3S)-3-((2-bromo-5-fluorobenzo[d]thiazol-6-yl)oxy)butan-2-ol BrC=1SC2=C(N1)C=C(C(=C2)O[C@H]([C@@H](C)O)C)F